COC1=NC=C(C(=N1)OC)C=1C=C(C=2N(N1)C(=CN2)F)[C@@H]2[C@H](C2)C=2C=NC=CC2 6-(2,4-dimethoxypyrimidin-5-yl)-3-fluoro-8-[(1S,2S)-2-(3-pyridyl)cyclopropyl]imidazo[1,2-b]pyridazine